C(N)(O[C@H](C(NCC1=CC=C(C=C1)C1=CC=C(C=C1)OC(F)(F)F)=O)CCC)=O (S)-(1-oxo-1-(((4'-(trifluoromethoxy)-[1,1'-biphenyl]-4-yl) methyl) amino) pent-2-yl) carbamate